4-(((E)-3-fluoro-2-hydroxy-5-((E)-4-(pyrrolidin-1-yl)styryl)benzylidene)amino)-1-methylpiperazine 1-oxide FC=1C(=C(\C=N\N2CC[N+](CC2)(C)[O-])C=C(C1)\C=C\C1=CC=C(C=C1)N1CCCC1)O